CC=1OC(=C(N1)C(=O)NC(C(=O)O)CC)C(F)(F)F 2-(2-methyl-5-(trifluoromethyl)oxazole-4-carboxamido)butanoic acid